18-azido-4,7,10,13-tetraoxaoctadec-1-yne N(=[N+]=[N-])CCCCCOCCOCCOCCOCC#C